N1C[C@H](CCCC1)NC1=NC=2N(C(=C1)NC1=CC(=CC=C1)F)N=CC2C2CC2 (S)-N5-(azepan-3-yl)-3-cyclopropyl-N7-(3-fluorophenyl)pyrazolo[1,5-a]pyrimidine-5,7-diamine